[Co].[V].[Cu] Copper-vanadium-cobalt